CC(CCCCCCCCCCCCCCCCCCCCCCCCCCCCCCCCCCOC(CCCCCCC\C=C/C\C=C/CCCCC)=O)CC.C(C)(C)C1=NC2=C(N1C=1C=C3C(=NC1)NC(N3)=O)C=CC(=C2)C(=O)NC 2-isopropyl-N-methyl-1-(2-oxo-1,3-dihydroimidazo[4,5-b]pyridin-6-yl)benzimidazole-5-carboxamide 35-methylheptatriacontyl-linoleate